C(CCCCCC)N1C(N(C=C1)C)=O 1-Heptyl-1,3-dihydro-3-methyl-2H-Imidazol-2-on